C(CCCCCC)C(C(CCCCCCCC)=O)(CCCCCCCCCC)CCCCCCC di-n-heptyldecyldecanone